FC1(CCN(CC1)CC(=O)N)CNC1=NC=NC(=C1F)N1C(COCC1)C1=NC=C(C=C1)C(F)(F)F 2-(4-fluoro-4-(((5-fluoro-6-(3-(5-(trifluoromethyl)pyridin-2-yl)morpholino)pyrimidin-4-yl)amino)methyl)piperidin-1-yl)acetamide